(3R)-1-[2-[4-(2-Chlorophenyl)-2-oxo-chromen-7-yl]oxypropanoyl]piperidin ClC1=C(C=CC=C1)C1=CC(OC2=CC(=CC=C12)OC(C(=O)N1CCCCC1)C)=O